(benzyloxy)-2-methylisoindol-1-one C(C1=CC=CC=C1)OC1N(C(C2=CC=CC=C12)=O)C